C(C)(C)C1=C(OC(=O)OC2=C(C(=O)NCCC(=O)O)C=CC=C2)C(=CC=C1)C(C)C 3-{[2-[2,6-Bis(isopropyl)phenoxycarbonyloxy]-benzoyl]amino}-propanoic acid